C(#N)C1=C(C=C(C=C1)N1C(N(C(C1=O)(C)C)[C@@H]1CC[C@H](CC1)CCCOC1C[C@H](N([C@H](C1)C)C(=O)OC(C)(C)C)C)=S)C(F)(F)F (2R,4r,6S)-tert-Butyl 4-(3-((trans)-4-(3-(4-cyano-3-(trifluoromethyl)phenyl)-5,5-dimethyl-4-oxo-2-thioxoimidazolidin-1-yl)cyclohexyl)propoxy)-2,6-dimethylpiperidine-1-carboxylate